N-(2-(3,5-dimethyl-1H-1,2,4-triazol-1-yl)ethyl)-2-((3-(2,6-dioxopiperidin-3-yl)-1-methyl-1H-indazol-7-yl)oxy)acetamide CC1=NN(C(=N1)C)CCNC(COC=1C=CC=C2C(=NN(C12)C)C1C(NC(CC1)=O)=O)=O